2-(4,4-difluorocyclohexyl)-1-(2-(piperazin-1-yl)-7,8-dihydro-1,6-naphthyridin-6(5H)-yl)ethan FC1(CCC(CC1)CCN1CC=2C=CC(=NC2CC1)N1CCNCC1)F